C(C(=C)C)(=O)OCCN(\C=C\C=C(\C=C1C(N(C(N(C1=O)CCCC)(C)C)CCCC)=O)/O)C(C)(C)C 2-(tert-butyl((1E,3Z)-5-(1,3-dibutyl-2,2-dimethyl-4,6-dioxotetrahydropyrimidin-5(2H)-ylidene)-4-hydroxypenta-1,3-dien-1-yl)amino)ethyl methacrylate